BrC1=CN=CC(=N1)N(C(OC(C)(C)C)=O)C(=O)OC(C)(C)C tert-butyl N-(6-bromopyrazin-2-yl)-N-tert-butoxycarbonyl-carbamate